Cl.ClC1=CC=C(C=C1)C1=NNC(=C1O)C1=CC=C(C(=O)O)C=C1 4-(3-(4-chlorophenyl)-4-hydroxy-1H-pyrazol-5-yl)benzoic acid hydrochloride